O[C@@H](CNC1COC2(C1)CCN(CC2)S(=O)(=O)C=2C=C(C=CC2)C2=CC=C(C=C2)C(=O)N)COC2=CC(=CC=C2)S(NC)(=O)=O 3'-(3-((S)-2-hydroxy-3-(3-(N-methylsulfamoyl)phenoxy)propylamino)-1-oxa-8-azaspiro[4.5]decan-8-ylsulfonyl)biphenyl-4-carboxamide